butyl 6-(pyridin-4-yl)-2,6-diazaspiro[3.3]heptane-2-carboxylate N1=CC=C(C=C1)N1CC2(CN(C2)C(=O)OCCCC)C1